3-chloro-N-(6-(trifluoromethyl)pyridin-3-yl)pyrazin-2-amine ClC=1C(=NC=CN1)NC=1C=NC(=CC1)C(F)(F)F